NC=1N(C(C=2C=C(C=NC2C1C(N)=O)CC=1C=NN(C1)C(=O)OC(C)(C)C)=O)C1=C(C(=CC=C1C)OC)C Tert-butyl 4-((7-amino-8-carbamoyl-6-(3-methoxy-2,6-dimethylphenyl)-5-oxo-5,6-dihydro-1,6-naphthyridin-3-yl)methyl)-1H-pyrazole-1-carboxylate